6-chloro-3-(((R)-1-(3,6-dimethyl-4-oxo-2-((R)-3-(pyridin-3-yloxy)piperidin-1-yl)-3,4-dihydroquinazolin-8-yl)ethyl)amino)-N-(methylsulfonyl)picolinamide ClC1=CC=C(C(=N1)C(=O)NS(=O)(=O)C)N[C@H](C)C=1C=C(C=C2C(N(C(=NC12)N1C[C@@H](CCC1)OC=1C=NC=CC1)C)=O)C